BrC1=CC=C(C(=N1)S(=O)(=O)Cl)OC(F)F 6-bromo-3-(difluoromethoxy)pyridine-2-sulfonyl chloride